NC1=NC2=CC(=CC=C2C=C1Br)C1[C@@H](C1)[C@@H]1[C@H]([C@H]([C@@H](C1)N1CCC2=C1N=CN=C2N)O)O (1S,2R,3R,5R)-3-((1R)-2-(2-amino-3-bromoquinolin-7-yl)cyclopropyl)-5-(4-amino-5,6-Dihydro-7H-pyrrolo[2,3-d]pyrimidin-7-yl)cyclopentane-1,2-diol